[Si](C)(C)(C(C)(C)C)O[C@@H]1C[C@@H](CNC1)NC(OC(C)(C)C)=O tert-butyl N-[(3S,5R)-5-[tert-butyl(dimethyl)silyl]oxy-3-piperidyl]carbamate